6,6''-dibromo-2,2':6',2''-terpyridine BrC1=CC=CC(=N1)C1=NC(=CC=C1)C1=NC(=CC=C1)Br